NC1=C(C2=C(S1)C(C(CC2)(COCC(F)F)C#N)=O)C(=O)N 2-Amino-6-cyano-6-((2,2-difluoroethoxy)methyl)-7-oxo-4,5,6,7-tetrahydrobenzo[b]thiophene-3-carboxamide